3,3,3-trifluoropropane-1,2-diamine FC(C(CN)N)(F)F